1-Fluoro-2-(prop-2-yn-1-yl)-4-(trifluoromethoxy)benzene FC1=C(C=C(C=C1)OC(F)(F)F)CC#C